tert-butyl-6-[1-(9,9a-dihydro-4aH-fluoren-9-yl)-2-methylprop-1-en-1-yl]phenol C(C)(C)(C)C1=C(C(=CC=C1)C(=C(C)C)C1C2=CC=CC=C2C2C=CC=CC12)O